6-(3,4-dimethoxyphenyl)-2-(4-methylbenzyl)-4-(trifluoromethyl)pyridazin-3(2H)-one COC=1C=C(C=CC1OC)C=1C=C(C(N(N1)CC1=CC=C(C=C1)C)=O)C(F)(F)F